7-(Cyclopentylamino)-5-fluoro-2-(((cis-4-fluoropyrrolidin-3-yl)thio)methyl)quinazolin-4(3H)-one C1(CCCC1)NC1=CC(=C2C(NC(=NC2=C1)CS[C@@H]1CNC[C@@H]1F)=O)F